[3H]-naphtho[1,2-b]pyrane O1C2C(=CCC1)C=CC1=CC=CC=C12